CS(=O)(=O)[O-].C(CCCCCCCCCCC)[N+]1(CCCC1)CC 1-dodecyl-1-ethylpyrrolidinium methanesulfonate